di(para-triethylsilylphenyl)methylene(2,7-di-tertbutyl-fluorenyl)(cyclopentadienyl)hafnium C(C)[Si](C1=CC=C(C=C1)C(=[Hf](C1C=CC=C1)C1=C(C=CC=2C3=CC=C(C=C3CC12)C(C)(C)C)C(C)(C)C)C1=CC=C(C=C1)[Si](CC)(CC)CC)(CC)CC